C(#N)C=1C(=C(C=O)C=CC1)OC cyano-2-methoxybenzaldehyde